ClC=1C(=NC(=NC1)NC=1C=C2C(=NNC2=CC1)C1=CC(=C(C=C1)Cl)C(F)(F)F)NC1=C(C=CC=C1)P(C)(C)=O (2-((5-Chloro-2-((3-(4-Chloro-3-(trifluoromethyl)phenyl)-1H-indazol-5-yl)amino)pyrimidin-4-yl)amino)phenyl)dimethylphosphine oxide